ClC=1C(=CC(=C(C(=O)NS(=O)(=O)N2CCC(CC2)OC2CN(C2)C)C1)F)OC1=CC(=C(C=C1)Cl)C(F)(F)F 5-chloro-4-(4-chloro-3-(trifluoromethyl)phenoxy)-2-fluoro-N-((4-((1-methylazetidin-3-yl)oxy)piperidin-1-yl)sulfonyl)benzamide